FC(C(=O)N[C@H]1[C@@H](N(C(C1)=O)C1=CC2=C(C(=NS2)C#CC)C=C1)C1=CC=CC=C1)(C)F 2,2-difluoro-N-(trans-5-oxo-2-phenyl-1-(3-(prop-1-yn-1-yl)benzo[d]isothiazol-6-yl)pyrrolidin-3-yl)propanamide